O=C1N(CC2=CC(=CC=C12)O[C@@H]1CN(CC1)CC=1C=C2C=NC(=NC2=CC1)C1CCOCC1)C1C(NC(CC1)=O)=O 3-(1-Oxo-5-(((S)-1-((2-(tetrahydro-2H-pyran-4-yl)quinazolin-6-yl)methyl)-pyrrolidin-3-yl)oxy)isoindolin-2-yl)piperidine-2,6-dione